C(#C)C=1C=CC=C2C=C(C=CC12)OCOC 8-ethynyl-3-(methoxymethoxy)naphthalen